C1(=CC=CC=C1)C=1NSSN1 4-phenyl-3H-1,2,3,5-dithiadiazole